bis(2,3,5,6-tetrafluorophenyl) 4,7,10,13,16,19,22,25,28,31,34-undecaoxaheptatriacontanedioate C(CCOCCOCCOCCOCCOCCOCCOCCOCCOCCOCCOCCC(=O)OC1=C(C(=CC(=C1F)F)F)F)(=O)OC1=C(C(=CC(=C1F)F)F)F